2-(4-(1,4-dioxaspiro[4.5]dec-7-en-8-yl)pyrimidin-5-yl)-N-(4-(1-isopropyl-4-(trifluoromethyl)-1H-imidazol-2-yl)benzyl)imidazo[2,1-f][1,2,4]triazin-4-amine O1CCOC12CC=C(CC2)C2=NC=NC=C2C2=NN1C(C(=N2)NCC2=CC=C(C=C2)C=2N(C=C(N2)C(F)(F)F)C(C)C)=NC=C1